ClCC=1C=C2C(C=COC2=C(C1)C)=O 6-(chloromethyl)-8-methyl-4H-chromen-4-one